tert-Butyl(1-(3-amino-5-bromo-6-(4-cyano-3-fluorophenyl)-4-methylpyridin-2-yl)piperidin-4-yl)aminomethane C(C)(C)(C)CNC1CCN(CC1)C1=NC(=C(C(=C1N)C)Br)C1=CC(=C(C=C1)C#N)F